6-[octahydropyrrolo[3,4-c]pyrrol-2-yl]pyridine-3-carbonitrile hydrogen chloride Cl.C1N(CC2C1CNC2)C2=CC=C(C=N2)C#N